Cl.F[C@@H]1[C@@H](CNC1)NC(=O)C1CCN(CC1)C1=C2C=CC=NC2=C(C=C1)C(F)(F)F 1-(8-trifluoromethyl-quinolin-5-yl)-piperidine-4-carboxylic acid ((3R,4S)-4-fluoro-pyrrolidin-3-yl)-amide hydrochloride